C(C1=CC=CC=C1)OC=1C=C2C=CN(C2=CC1)CC(C)N(C)C 1-(5-(benzyloxy)-1H-indol-1-yl)-N,N-dimethylpropan-2-amine